5-(2-(dipropylamino)ethyl)-4-methylthiazol-2-amine C(CC)N(CCC1=C(N=C(S1)N)C)CCC